(S)-1-(6-(2-acryloyl-2,6-diazaspiro[3.4]octan-6-yl)-5-cyano-2-(((S)-1-methylpyrrolidin-2-yl)methoxy)pyrimidin-4-yl)pyrrolidine-2-carboxamide C(C=C)(=O)N1CC2(C1)CN(CC2)C2=C(C(=NC(=N2)OC[C@H]2N(CCC2)C)N2[C@@H](CCC2)C(=O)N)C#N